2-ethyl-cyclohexylamine C(C)C1C(CCCC1)N